O=C1NC(CC[C@@H]1C1=C(C(=C(C=C1)N1CCC(CC1)C=O)F)F)=O |r| rac-(R)-1-(4-(2,6-dioxopiperidin-3-yl)-2,3-difluorophenyl)piperidine-4-carbaldehyde